C(C(=O)O)(=O)O.C(CCCCCCC)N1C=NC=C1 3-octyl-imidazole hydrogen oxalate